tert-butyl ((1r,4r)-4-((5-amino-4-((2,2,2-trifluoroethyl)amino)pyridin-2-yl)amino)cyclohexyl)carbamate NC=1C(=CC(=NC1)NC1CCC(CC1)NC(OC(C)(C)C)=O)NCC(F)(F)F